C(C)OC([C@](C[C@@H](CC1=CC=C(C=C1)C1=C(C=CC(=C1)Cl)F)NC(=O)OC(C)(C)C)(C)CO)=O (2S,4R)-4-t-Butoxycarbonylamino-5-(5'-chloro-2'-fluorobiphenyl-4-yl)-2-hydroxymethyl-2-methylpentanoic Acid Ethyl Ester